N4-Benzoyl-3'-O-[2-cyanoethoxy(diisopropylamino)phosphino]-5'-O-(4,4'-dimethoxytrityl)-2'-O-methyl-5-iodocytidine C(C1=CC=CC=C1)(=O)NC1=NC(N([C@H]2[C@H](OC)[C@H](OP(N(C(C)C)C(C)C)OCCC#N)[C@@H](COC(C3=CC=C(C=C3)OC)(C3=CC=C(C=C3)OC)C3=CC=CC=C3)O2)C=C1I)=O